1-chloro-2-(dichloromethyl)benzene ClC1=C(C=CC=C1)C(Cl)Cl